CC1CN(S(N(C1)C1=C(C=C(C=C1Cl)Cl)Cl)(=O)=O)CC(=O)NC1C2CC3(CC(CC1C3)C2)C(=O)N 4-(2-(4-methyl-1,1-dioxido-6-(2,4,6-trichlorophenyl)-1,2,6-thiadiazinan-2-yl)acetamido)adamantan-1-carboxamide